NCC=1C=C(C=CC1)C=1C=CC2=C(C(=C(O2)C(C)(C)C)COC2=C(C=CC(=C2)C)CC(=O)OCC)C1 ethyl 2-(2-((5-(3-(aminomethyl)phenyl)-2-(tert-butyl)benzofuran-3-yl)methoxy)-4-methylphenyl)acetate